C(N)(=O)C1=NN(C=C1NC(=O)C1=CC=C2C=NC(=NN21)NCCNC(OC(C)(C)C)=O)C tert-butyl (2-((7-((3-carbamoyl-1-methyl-1H-pyrazol-4-yl)carbamoyl)pyrrolo[2,1-f][1,2,4]triazin-2-yl)amino)ethyl)carbamate